methionate hydrochloride Cl.S(=O)(=O)(O)CS(=O)(=O)O